CC1=CC(=NO1)C(=O)NC1=C(C=CC(=C1)NC(C1=CC(=CC(=C1)C(F)(F)F)NC1CCN(CC1)C)=O)C 5-methyl-N-(2-methyl-5-(3-((1-methylpiperidin-4-yl)amino)-5-(trifluoromethyl)benzamido)phenyl)isoxazole-3-Carboxamide